9,9-bis((diphenylphosphino)methyl)fluorene C1(=CC=CC=C1)P(C1=CC=CC=C1)CC1(C2=CC=CC=C2C=2C=CC=CC12)CP(C1=CC=CC=C1)C1=CC=CC=C1